C1=NC=CC2=CC(=CC=C12)C1=CN=C(S1)NC1CC(C1)C(=O)O (1r,3r)-3-((5-(isoquinolin-6-yl)thiazol-2-yl)amino)cyclobutane-1-carboxylic acid